C(C)(C)(C)OC(=O)N1CC2=C(C3=C(C=NC=4C=CC=CC34)OC2)CC1 1,5-dihydro-2H-pyrido[4',3':4,5]Pyrano[2,3-c]Quinoline-3(4H)-carboxylic acid tert-butyl ester